rel-N-{(3aR,5S,6aS)-2-[4-(2,6-difluorophenyl)-1,2-benzoxazol-3-yl]-1-oxooctahydrocyclopenta[c]pyrrol-5-yl}methanesulfonamide FC1=C(C(=CC=C1)F)C1=CC=CC2=C1C(=NO2)N2C([C@@H]1[C@H](C2)C[C@@H](C1)NS(=O)(=O)C)=O |o1:19,20,23|